C(C1=CC=CC=C1)OC(NCC(=O)N1C(CSCC1)C=O)=O benzyl(2-(3-formylthiomorpholino)-2-oxoethyl)carbamate